ClC1=C(C(=CC=C1)Cl)N1C=2N(C3=C(C1=O)C=NC(=N3)NC3=CC=C(C=C3)C3CCN(CC3)C)C=CN2 6-(2,6-dichlorophenyl)-2-{[4-(1-methylpiperidin-4-yl)phenyl]amino}imidazo[1,2-a]pyrimido[5,4-e]pyrimidin-5(6H)-one